tert-butyl N-[1-[1-[6-(difluoromethyl)-5-(2,8-dimethylimidazo[1,2-a]pyridin-6-yl)-2-pyridyl]-4-piperidyl]-3-methyl-azetidin-3-yl]carbamate FC(C1=C(C=CC(=N1)N1CCC(CC1)N1CC(C1)(C)NC(OC(C)(C)C)=O)C=1C=C(C=2N(C1)C=C(N2)C)C)F